CN1CCC=CC1 1,2,3,6-tetrahydro-1-methylpyridine